5-cyclopropyl-3-(2,6-dichlorophenyl)-1,2-oxazole-4-carboxylic acid (1S,4S,5R)-2-(4-cyanophenyl)-2-azabicyclo[2.2.1]Heptan-5-yl ester C(#N)C1=CC=C(C=C1)N1[C@@H]2C[C@H]([C@H](C1)C2)OC(=O)C=2C(=NOC2C2CC2)C2=C(C=CC=C2Cl)Cl